C1=C(C=CC2=CC=CC=C12)N=C=N β-naphthylcarbodiimide